Tert-butyl thiazol-2-ylamino-butyrate S1C(=NC=C1)NC(C(=O)OC(C)(C)C)CC